3-(6-amino-pyridin-3-yl)-7-[(1S)-1-[(2r,4r)-2-(amino-methyl)-6-oxo-5-oxa-7-azaspiro[3.4]octan-7-yl]ethyl]-1H-indole-2-carboxylic acid NC1=CC=C(C=N1)C1=C(NC2=C(C=CC=C12)[C@H](C)N1C(OC2(CC(C2)CN)C1)=O)C(=O)O